(±)-2-(2-fluoro-4-biphenylyl)-propionic acid FC1=C(C=CC(=C1)[C@H](C(=O)O)C)C1=CC=CC=C1 |r|